NC1=NC=C(C=C1)Br 2-amino-5-bromopyridine